tert-Butyl diprop-2-yn-1-ylcarbamate C(C#C)N(C(OC(C)(C)C)=O)CC#C